bromo-lead Br[Pb]